N1CCC(CC1)C1=CC=C(C=C1)N1C(NC(C=C1)=O)=O 1-[4-(piperidin-4-yl)phenyl]-1,3-diazine-2,4-dione